Cl.N[C@@H](C(=O)NC1CCC(CC1)N1N=C(C=2C1=NC=NC2N)C2=CC=C(C=C2)OC2=CC=CC=C2)CC(C)C (R)-2-amino-N-(4-(4-amino-3-(4-phenoxyphenyl)-1H-pyrazolo[3,4-d]pyrimidin-1-yl)cyclohexyl)-4-methyl-pentanamide hydrochloride